[Cl-].C[N+](CCC[Si](C)(C)C)(C)C trimethyl-[3-(trimethylsilyl)propyl]ammonium chloride